CC1=NC=CC(=C1)C=1OC=C(N1)C(=O)NC=1C=C2C(=NC1N1C[C@@H](CC1)NC(OC(C)(C)C)=O)N=C(O2)N2CCOCC2 tert-butyl (R)-(1-(6-(2-(2-methylpyridin-4-yl)oxazole-4-carboxamido)-2-morpholinooxazolo[4,5-b]pyridin-5-yl)pyrrolidin-3-yl)carbamate